6,7-dimethyldodecane-6,7-diol CC(CCCCC)(C(CCCCC)(O)C)O